1-(2-Cyclopropylpyridin-3-yl)-4-(methylamino)-7-(trifluoromethyl)-1,8-naphthyridin-2(1H)-one C1(CC1)C1=NC=CC=C1N1C(C=C(C2=CC=C(N=C12)C(F)(F)F)NC)=O